BrC=1C=C(C=CC1)C(C(=O)NNC(=S)NC)C1CC1 1-[(2-(3-bromophenyl)-2-cyclopropylacetyl)amino]-3-methylthiourea